N(=[N+]=[N-])CCCCCCCCCCN=[N+]=[N-] 1,10-diazidodecane